3-(cyanomethoxy)-4-{[3-(4-{[1-(2-hydroxy-3-methoxypropyl)piperidin-4-yl]amino}-1-(2,2,2-trifluoroethyl)-1H-indol-2-yl)prop-2-yn-1-yl]amino}-N-methylbenzamide C(#N)COC=1C=C(C(=O)NC)C=CC1NCC#CC=1N(C2=CC=CC(=C2C1)NC1CCN(CC1)CC(COC)O)CC(F)(F)F